Yttrium Methoxyethoxide COCCO.COCCO.COCCO.[Y]